FC1=CC(=C(C=C1)N1C[C@@]2(CN(C[C@@]2(C1)C)C1=C(C(N(C2=CC=C(N=C12)Cl)C)=O)C#N)C)C 4-[(3aS,6aR)-2-(4-fluoro-2-methyl-phenyl)-3a,6a-dimethyl-1,3,4,6-tetrahydropyrrolo[3,4-c]pyrrol-5-yl]-6-chloro-1-methyl-2-oxo-1,5-naphthyridine-3-carbonitrile